N-((R)-1-(3-amino-5-(trifluoromethyl)phenyl)ethyl)-9-methyl-1,2,3,3a,4,5-hexahydropyrrolo[1'',2'':4',5']pyrazino[2',3':5,6]pyrido[2,3-d]pyrimidin-7-amine NC=1C=C(C=C(C1)C(F)(F)F)[C@@H](C)NC1=C2C(=NC(=N1)C)N=C1C(=C2)NCC2N1CCC2